2-{1-[(S)-2-methyl-1,4-oxazepan-4-yl]methyl}-6-{6-cyclopropyl-4-[4,6-difluoro-2-(1-methyl-2-imidazolyl)phenyl]-2-pyridyl}-7-oxo-1,6-dihydro-1,6-diaza-4-indenecarbonitrile C[C@@H]1OCCCN(C1)CC=1NC=2C(N(C=C(C2C1)C#N)C1=NC(=CC(=C1)C1=C(C=C(C=C1F)F)C=1N(C=CN1)C)C1CC1)=O